FCC(CN(CCC(C(=O)O)NC(C(C)C1=CC=CC=C1)=O)CCCCC1=NC=2NCCCC2C=C1)OC 4-[[3-fluoro-2-methoxy-propyl]-[4-(5,6,7,8-tetrahydro-1,8-naphthyridin-2-yl)butyl]amino]-2-[[2-phenylpropanoyl]amino]butanoic acid